5-(4-(trifluoromethyl)phenyl)-1,3,4-oxadiazol-2-amine FC(C1=CC=C(C=C1)C1=NN=C(O1)N)(F)F